Cycloundecen C1=CCCCCCCCCC1